2-[3-ethyl-sulfonyl-7-(trifluoromethyl)imidazo[1,2-a]pyridin-2-yl]-3-methyl-6-(trifluoromethylsulfinyl)imidazo-[4,5-b]pyridine C(C)S(=O)(=O)C1=C(N=C2N1C=CC(=C2)C(F)(F)F)C2=NC=1C(=NC=C(C1)S(=O)C(F)(F)F)N2C